ClC1=CC=C2C(=CNC2=C1N1N=CC=C1)S(=O)(=O)NC=1C(=NSC1)OC 6-chloro-N-(3-methoxyisothiazol-4-yl)-7-(1H-pyrazol-1-yl)-1H-indole-3-sulfonamide